P(=O)(OC)(OC(CC)CCCCC)OC(CC)CCCCC methyl di-(3-octyl) phosphate